The molecule is the monocarboxylic acid anion that is the conjugate base of wogonin 7-O-beta-D-glucuronide. It is a carbohydrate acid derivative anion and a monocarboxylic acid anion. It is a conjugate base of a wogonin 7-O-beta-D-glucuronide. COC1=C(C=C(C2=C1OC(=CC2=O)C3=CC=CC=C3)O)O[C@H]4[C@@H]([C@H]([C@@H]([C@H](O4)C(=O)[O-])O)O)O